[Co+3].CN(C1=CC=NC=C1)C [4-(dimethylamino)pyridine] cobalt (III)